C(C)(C)(C)OC(=O)NC=1C(=C(C=C2C=C(N=CC12)N1C(C2=CC=CC=C2C1=O)=O)C1=CN=C2CCCN(C2=C1C)C(=O)OC(C)(C)C)F tert-Butyl 7-[8-(tert-butoxycarbonylamino)-3-(1,3-dioxoisoindolin-2-yl)-7-fluoro-6-isoquinolyl]-8-methyl-3,4-dihydro-2H-1,5-naphthyridine-1-carboxylate